ClC1=C2C=CNC2=C(C(=C1)C1=CCCN(C1)C(CCN1N=NC=C1)=O)F 1-(5-(4-Chloro-7-fluoro-1H-indol-6-yl)-3,6-dihydropyridin-1(2H)-yl)-3-(1H-1,2,3-triazol-1-yl)propan-1-one